(6-methyl-1H-indol-3-yl)-5-(trifluoromethyl)pyrimidine-2-amine CC1=CC=C2C(=CNC2=C1)C1=NC(=NC=C1C(F)(F)F)N